N-allyl-N-(2,6-difluoro-3-nitrophenyl)-2,2-difluoroacetamide C(C=C)N(C(C(F)F)=O)C1=C(C(=CC=C1F)[N+](=O)[O-])F